FC=1C=C2C(=CNC2=CC1)C1CCN(CC1)C=1C=CC2=C(N=C(O2)N2CCOCC2)C1 5-(4-(5-fluoro-1H-indol-3-yl)piperidin-1-yl)-2-morpholinobenzo[d]oxazole